C(C)(C)N(C(CCC)=O)C(C)C N,N-diisopropylbutanamide